2-azabicyclo[2.2.1]Heptane-6-ol C12NCC(CC1O)C2